(R)-2-(6-(2-(((3R,4S)-3-Fluoro-1-(oxetan-3-yl)piperidin-4-yl)amino)-4-methoxypyrrolo[2,1-f][1,2,4]triazin-5-yl)-1H-benzo[d][1,2,3]triazol-1-yl)propan F[C@@H]1CN(CC[C@@H]1NC1=NN2C(C(=N1)OC)=C(C=C2)C=2C=CC1=C(N(N=N1)C(C)C)C2)C2COC2